1-fluoro-2-(methoxymethyl)-4-nitrobenzene FC1=C(C=C(C=C1)[N+](=O)[O-])COC